2-Methyl-oxazole-4-carboxylic acid (4-methoxy-7-phenyl-thiazolo[4,5-c]pyridin-2-yl)-amide COC1=NC=C(C2=C1N=C(S2)NC(=O)C=2N=C(OC2)C)C2=CC=CC=C2